C1(CCCC1)[C@@H]1C[C@H](NC1)C(=O)OC methyl (2S,4S)-4-cyclopentylpyrrolidine-2-carboxylate